C1(CC1)C1=C(C=C(C=C1)[C@@H](NC(=O)[C@H]1N(C[C@@H](C1)F)C(CN(C1=NC=CN=C1)C)=O)C1=CC=CC=C1)F (2S,4R)-N-[(S)-(4-cyclopropyl-3-fluorophenyl)(phenyl)methyl]-4-fluoro-1-{2-[methyl(pyrazin-2-yl)amino]acetyl}pyrrolidine-2-carboxamide